methyl 4-((4-((3-hydroxy-4-methylphenyl)carbamoyl)piperidin-1-yl)sulfonyl)-1-methyl-1H-pyrrole-2-carboxylate OC=1C=C(C=CC1C)NC(=O)C1CCN(CC1)S(=O)(=O)C=1C=C(N(C1)C)C(=O)OC